C(C)(C)(C)OC(=O)NC(CCNC(=O)C=1C=CC(=C(C1)C1=CC(=CC=C1OCCCCCC)C(=O)O)OCCCCCC)C 5'-((3-((tert-butoxycarbonyl)amino)butyl)carbamoyl)-2',6-bis(hexyloxy)-[1,1'-biphenyl]-3-carboxylic acid